4-amino-N,1-dimethyl-N-(2-(1-methyl-1H-pyrazol-4-yl)-4,5,6,7-tetrahydrobenzofuran-4-yl)-1H-pyrazolo[4,3-c]quinoline-8-carboxamide NC1=NC=2C=CC(=CC2C2=C1C=NN2C)C(=O)N(C2CCCC1=C2C=C(O1)C=1C=NN(C1)C)C